FC1=C(C=CC(=C1)COC[C@H]1[C@H](C1)C1CCN(CC1)C1=NC=C(C=N1)COC)CC(=O)OCC ethyl 2-(2-fluoro-4-((((1R,2R)-2-(1-(5-(methoxymethyl)pyrimidin-2-yl)piperidin-4-yl)cyclopropyl)methoxy) methyl)phenyl)acetate